C1(=CC=C(C=C1)S(=O)(=O)[O-])C1=CC=C(C=C1)S(=O)(=O)[O-] 4,4'-biphenyldisulfonate